O1CCNCC12C=C(CCC2)C#N oxa-4-azaspiro[5.5]undec-7-ene-8-carbonitrile